FC=1C=C(CNC(C(CC)(C)C)=O)C=CC1 N-(3-fluorobenzyl)-2,2-dimethylbutanamide